C(C)(C)(C)OC(=O)N[C@H](C(=O)OC)C[C@H](C(=O)OC)[C@@H](CN1C(C2=CC=CC=C2C1=O)=O)C=C dimethyl (2S,4S)-2-((tert-butoxycarbonyl)amino)-4-((S)-1-(1,3-dioxoisoindolin-2-yl)but-3-en-2-yl)pentanedioate